methyl 6-bromo-5-chloropyridine-3-carboxylate BrC1=C(C=C(C=N1)C(=O)OC)Cl